C(=O)=CCC(=O)O 3-carbonylpropionic acid